S1C(=CC2=C1C=CC=C2)C2=CC=C1C=CC(=CC1=C2)C2=CC=C(C=C2)N(C2=CC=C(C=C2)C=2OC1=C(C2)C=CC=C1)C1=CC=C(C=C1)C=1SC2=C(N1)C=CC=C2 {4-(7-benzothien-2-yl-naphthalen-2-yl)-phenyl}-(4-benzothiazol-2-yl-phenyl)-(4-benzofuran-2-yl-phenyl)amine